C(COCC(=O)NCCCCCCCC)(=O)OCCCCCCCC dioctyl diglycolamate